6-(4-fluorophenyl)-2-isopropyl-5-oxo-2,5-dihydropyridazine-4-carboxylic acid ethyl ester C(C)OC(=O)C1=CN(N=C(C1=O)C1=CC=C(C=C1)F)C(C)C